tert-butyl-(S)-4-(5-chloropyrimidin-2-yl)-2-methyl-3,6-dihydropyridine-1(2H)-carboxylate C(C)(C)(C)OC(=O)N1[C@H](CC(=CC1)C1=NC=C(C=N1)Cl)C